N1-(2-(dimethylamino)ethyl)-5-methoxy-N1-methyl-N4-(4-(pyrazolo[1,5-a]pyrimidin-3-yl)-pyridin-2-yl)benzene-1,2,4-triamine CN(CCN(C=1C(=CC(=C(C1)OC)NC1=NC=CC(=C1)C=1C=NN2C1N=CC=C2)N)C)C